N,N'-dibenzyl-ethylenediamine hydrochloride Cl.C(C1=CC=CC=C1)NCCNCC1=CC=CC=C1